CN(C)C=C1C(CC(CC1=O)C1=CC=C(C=C1)N(C)C)=O 2-((dimethylamino)methylene)-5-(4-(dimethylamino)phenyl)cyclohexane-1,3-dione